4-((1-((2,4-dichlorophenyl)sulfonyl)-3-(((3-hydroxybutyl)amino)methyl)azetidin-3-yl)methoxy)-2-fluorobenzonitrile hydrochloride Cl.ClC1=C(C=CC(=C1)Cl)S(=O)(=O)N1CC(C1)(CNCCC(C)O)COC1=CC(=C(C#N)C=C1)F